COC1=CC=2N(C(C(=C(N2)C(F)(F)F)C=2SC(=CN2)OCC(F)(F)F)=O)C=C1 8-Methoxy-3-[5-(2,2,2-trifluoroethoxy)-1,3-thiazol-2-yl]-2-(trifluoromethyl)-4H-pyrido[1,2-a]pyrimidin-4-one